(1s,3s)-3-(4-amino-6-iodo-5-(4-phenoxyphenyl)-7H-pyrrolo[2,3-d]pyrimidin-7-yl)cyclobutan-1-ol NC=1C2=C(N=CN1)N(C(=C2C2=CC=C(C=C2)OC2=CC=CC=C2)I)C2CC(C2)O